COC=1C=C(C=C2CCN(CC12)C)C=1N=C2C(=NC1)NC=C2C2=CC=C(C(=O)N(C)C)C=C2 4-(2-(8-methoxy-2-methyl-1,2,3,4-tetrahydroisoquinolin-6-yl)-5H-pyrrolo[2,3-b]pyrazin-7-yl)-N,N-dimethylbenzamide